C1(CCC1)N1N=CC=C1N 1-cyclobutyl-1H-pyrazol-5-amine